C(=CCC)C(=C)OC(=C)C=CCC 1-butenylvinylether